C(C)OC=1C=C(C=CC1C=1NC(C2=C(N1)NN=N2)=O)C2=C(C(=CC=C2)C(=O)O)F 3'-ethoxy-2-fluoro-4'-(7-oxo-6,7-dihydro-3H-[1,2,3]triazolo[4,5-d]pyrimidin-5-yl)-[1,1'-biphenyl]-3-carboxylic acid